C(#N)[C@H](C[C@@H]1C(NCCC1)=O)NC(=O)[C@H]1N([C@@H]2CC([C@H]1CC2)(F)F)C([C@H](CC2CCC2)NC(C(F)(F)F)=O)=O (1S,3S,4S)-N-[(1S)-1-cyano-2-[(3R)-2-oxo-3-piperidyl]ethyl]-2-[(2S)-3-cyclobutyl-2-[(2,2,2-trifluoroacetyl)amino]propanoyl]-5,5-difluoro-2-azabicyclo[2.2.2]octane-3-carboxamide